C12(CC1)COC1=C2C(=CC=C1)OC1=CC=C(C=N1)N1C(NC=2C1=NC=CC2)=O 3-(6-spiro[2H-benzofuran-3,1'-cyclopropane]-4-yloxy-3-pyridyl)-1H-imidazo[4,5-b]pyridin-2-one